N-(5-chloro-2-fluoro-4-((2-methyl-2H-indazol-6-yl)oxy)phenyl)-6-(piperidin-4-yloxy)pyrido[3,2-d]pyrimidin-4-amine hydrochloride Cl.ClC=1C(=CC(=C(C1)NC=1C2=C(N=CN1)C=CC(=N2)OC2CCNCC2)F)OC=2C=CC1=CN(N=C1C2)C